FC=1C=C2C(C(=CN(C2=CC1N1[C@H](CCC1)COC1=NC=CC=C1)C1=C(C=C(C=C1)O)F)C(=O)O)=O (R)-6-fluoro-1-(2-fluoro-4-hydroxyphenyl)-4-oxo-7-(2-((pyridin-2-yloxy)methyl)pyrrolidin-1-yl)-1,4-dihydroquinoline-3-carboxylic acid